methyl 2-(3-((tert-butyldiphenylsilyl)oxy)cyclobutyl)acetate [Si](C1=CC=CC=C1)(C1=CC=CC=C1)(C(C)(C)C)OC1CC(C1)CC(=O)OC